2-[[1-[(2-Chlorophenyl)methyl]-5-(3-isopropoxyphenyl)pyrazol-3-yl]methoxy]-2-methyl-propanoic acid ClC1=C(C=CC=C1)CN1N=C(C=C1C1=CC(=CC=C1)OC(C)C)COC(C(=O)O)(C)C